C(C1=CC=CC=C1)N1CCOC2(C1)C=C(C(C(C2)(C)C)=O)C#N 4-benzyl-10,10-dimethyl-9-oxo-1-oxa-4-azaspiro[5.5]undec-7-ene-8-carbonitrile